CC(C)(C)N 2-methylpropane-2-amine